(6-((2-((5-(1-cyclopropyl-1H-pyrazol-4-yl)-2-methoxy-4-(4-methylpiperazin-1-yl)phenyl)amino)-7H-pyrrolo[2,3-d]pyrimidin-4-yl)amino)quinoxalin-5-yl)dimethyl-phosphine oxide C1(CC1)N1N=CC(=C1)C=1C(=CC(=C(C1)NC=1N=C(C2=C(N1)NC=C2)NC=2C(=C1N=CC=NC1=CC2)P(C)(C)=O)OC)N2CCN(CC2)C